OCCN(C=1N=C(C=2N=C(N=C(C2N1)N1CCN(C(C1)C)C)N(CCOC)CCOC)N1CCC(CC1)OC)CCO 4-(6-(bis(2-hydroxyethyl)amino)-2-(bis(2-methoxyethyl)amino)-8-(4-methoxypiperidin-1-yl)pyrimido[5,4-d]pyrimidin-4-yl)-1,6-dimethylpiperazin